4,6-dichloro-2-(methylthio)-pyrimidine ClC1=NC(=NC(=C1)Cl)SC